((5-Fluoropyridin-2-yl)amino)-4-((4-methoxybenzyl)amino)nicotinic acid methyl ester COC(C1=C(N=CC=C1NCC1=CC=C(C=C1)OC)NC1=NC=C(C=C1)F)=O